FC(C(OC)OC)(C(C)(F)F)F 2,2,3,3-tetrafluoro-1,1-dimethoxybutane